ClC=1C(=C(C=CC1OCC1CC(C1)(F)F)NC=1C2=C(N=CN1)C=CC(=N2)N2[C@@H]1CN([C@H](C2)C1)C(C=C)=O)F 1-((1S,4S)-5-(4-((3-Chloro-4-((3,3-difluorocyclobutyl)methoxy)-2-fluorophenyl)amino)pyrido[3,2-d]pyrimidin-6-yl)-2,5-diazabicyclo[2.2.1]heptan-2-yl)prop-2-en-1-one